ClC=1C=CC2=C(N(CN(S2(=O)=O)[C@@H]([C@H](C)C2=C(C(=CC=C2F)C)C)C2=NNC(O2)=O)CCCO)N1 5-[(1S,2R)-1-[6-chloro-4-(3-hydroxypropyl)-1,1-dioxo-3H-pyrido[2,3-e][1,2,4]thiadiazin-2-yl]-2-(6-fluoro-2,3-dimethyl-phenyl)propyl]-3H-1,3,4-oxadiazol-2-one